ClC1=CNC2=CC(=C(C(=C12)C)OC=1C=CC(=C(C1)C=1NC(=CN1)C(C)(O)C=1C=C(C=CC1)CCC(=O)O)F)F 3-(3-(1-(2-(5-((3-chloro-6-fluoro-4-methyl-1H-indol-5-yl)oxy)-2-fluorophenyl)-1H-imidazol-5-yl)-1-hydroxyethyl)phenyl)propanoic acid